methyl-4,6-diamino-2-[1-(2-fluorobenzyl)-1H-pyrazolo[3,4-b]pyridin-3-yl]-5-pyrimidinyl-carbamate COC(NC=1C(=NC(=NC1N)C1=NN(C2=NC=CC=C21)CC2=C(C=CC=C2)F)N)=O